6-((7-((4,4-bis(((Z)-oct-5-en-1-yl)oxy)butanoyl)oxy)heptyl)(3-hydroxypropyl)amino)hexyl 2-hexyldecanoate C(CCCCC)C(C(=O)OCCCCCCN(CCCO)CCCCCCCOC(CCC(OCCCC\C=C/CC)OCCCC\C=C/CC)=O)CCCCCCCC